BrC1=CC2C(N(C(N2C)=O)C=2C(=NC(=CC2)OCC2=CC=CC=C2)OCC2=CC=CC=C2)C=C1 5-bromo-1-(2,6-dibenzyloxy-3-pyridyl)-3-methyl-3a,7a-dihydrobenzimidazol-2-one